C(C)(C)(C)OC(=O)N1[C@H](C[C@@H](C1)N1N=C(C=2C1=NC=NC2N)C#CC2=CC=C1C=NNC1=C2)COC (2r,4s)-4-(3-((1H-indazol-6-yl)ethynyl)-4-amino-1H-pyrazolo[3,4-d]pyrimidin-1-yl)-2-(methoxymethyl)pyrrolidine-1-carboxylic acid tert-butyl ester